(R)-1-(2-(((6-amino-5-(4-phenoxyphenyl)pyrimidin-4-yl)oxy)methyl)morpholino)prop-2-en-1-one NC1=C(C(=NC=N1)OC[C@@H]1OCCN(C1)C(C=C)=O)C1=CC=C(C=C1)OC1=CC=CC=C1